FC=1C=CC2=C(CCC(C3=C2NC2=C(C=C(C=C32)F)F)C(=O)O)C1 3,9,11-trifluoro-5,6,7,12-tetrahydrobenzo[6,7]cyclohepta[1,2-b]indole-7-carboxylic acid